N-((5-chloro-6-(isoxazol-3-ylmethoxy)-1H-indol-2-yl)methyl)-1-(trifluoromethyl)cyclopropane-1-carboxamide ClC=1C=C2C=C(NC2=CC1OCC1=NOC=C1)CNC(=O)C1(CC1)C(F)(F)F